OCCCOC1=C(C=C2C(=NC(N(C2=C1)C)=O)N1CCOCC2=C1C=CC=C2C#CC2(CC2)C(F)(F)F)C#N 7-(3-hydroxypropoxy)-1-methyl-2-oxo-4-(6-((1-(trifluoromethyl)cyclopropyl)ethynyl)-2,3-dihydrobenzo[e][1,4]oxazepin-1(5H)-yl)-1,2-dihydroquinazoline-6-carbonitrile